1-[8-(2,6-difluorophenyl)-5-methyl-3,4,7,9,12-pentazatricyclo[8.4.0.02,6]tetradeca-1(10),2(6),4,7,11,13-hexaen-13-yl]pyrazole-3-carbonitrile FC1=C(C(=CC=C1)F)C1=NC=2C(=NNC2C=2C=C(N=CC2N1)N1N=C(C=C1)C#N)C